thia-3,9,11,18,23-pentaazatetracyclo[17.3.1.111,14.05,10]tetracosa-1(22),5,7,9,19(23),20-hexaene-17-carboxylic acid S=12CNCC3=CC=CN=C3N3CCC(CCC(NC(C=CC1)=N2)C(=O)O)C3